The molecule is a steviol glycoside that is steviol in which both the carboxy group and the tertiary allylic hydroxy group have been converted to their corresponding beta-D-glucosides. A precious bioactive natural sweetener which mainly exists the in Chinese sweet tea plant, Rubus suavissimus. It has a role as a sweetening agent and a plant metabolite. It is a beta-D-glucoside, a tetracyclic diterpenoid, a bridged compound and a steviol glycoside. It derives from a steviol. C[C@@]12CCC[C@@]([C@H]1CC[C@]34[C@H]2CC[C@](C3)(C(=C)C4)O[C@H]5[C@@H]([C@H]([C@@H]([C@H](O5)CO)O)O)O)(C)C(=O)O[C@H]6[C@@H]([C@H]([C@@H]([C@H](O6)CO)O)O)O